(R)-5-bromo-2-(4-chlorophenyl)-6-fluoro-2,3-dihydrobenzo[b][1,4]dioxine BrC1=C(C=CC=2O[C@@H](COC21)C2=CC=C(C=C2)Cl)F